S1C=CC2=C1C(=CC=C2)C2=C(C=1N=C(N=C(C1C=N2)N2C[C@@H](N(CC2)C(=O)OC(C)(C)C)CC#N)OC[C@H]2N(CCC2)C)F tert-butyl (S)-4-(7-(benzothien-7-yl)-8-fluoro-2-(((S)-1-methylpyrrolidin-2-yl)methoxy)pyridino[4,3-d]pyrimidin-4-yl)-2-(cyanomethyl)piperazine-1-carboxylate